2-[3,5-dichloro-4-[[5-hydroxy-4-(methylsulfanyl-methyl)-2-pyridinyl]oxy]phenyl]-6-(difluoromethyl)-1,2,4-triazine-3,5-dione ClC=1C=C(C=C(C1OC1=NC=C(C(=C1)CSC)O)Cl)N1N=C(C(NC1=O)=O)C(F)F